1-(2,6-dichlorophenyl)-4-((4-(1,1-dioxidothiomorpholine-4-carbonyl)phenyl)amino)-1H-pyrazole-3-carboxamide ClC1=C(C(=CC=C1)Cl)N1N=C(C(=C1)NC1=CC=C(C=C1)C(=O)N1CCS(CC1)(=O)=O)C(=O)N